CC1=CCC2(C1C2)C(C)C Alpha-thujene